1-{[6-(4-Chloro-2-hydroxy-6-methylphenyl)pyridazin-3-yl]methyl}pyrrolidine-2-thione ClC1=CC(=C(C(=C1)C)C1=CC=C(N=N1)CN1C(CCC1)=S)O